NCCC=1C=NC(=NC1)C1=C(C=C(C#N)C=C1)CN1N=CC(=C1)C1=CC=CC=C1 4-[5-(2-aminoethyl)pyrimidin-2-yl]-3-[(4-phenylpyrazol-1-yl)methyl]benzonitrile